1-(4-(2-((4-(4-methylpiperazin-1-yl)phenyl)amino)quinazolin-8-yl)piperazin-1-yl)prop-2-en-1-one zinc-iron [Fe].[Zn].CN1CCN(CC1)C1=CC=C(C=C1)NC1=NC2=C(C=CC=C2C=N1)N1CCN(CC1)C(C=C)=O